1,1'-((propane-2,2-diylbis(4,1-phenylene))bis(oxy)bis(ethane-2,1-diyl))dipyrrolidine tert-butyl-4-(6-(1H-benzo[d]imidazol-2-yl)pyrazolo[1,5-a]pyridin-3-yl)piperazine-1-carboxylate C(C)(C)(C)OC(=O)N1CCN(CC1)C=1C=NN2C1C=CC(=C2)C2=NC1=C(N2)C=CC=C1.CC(C)(C1=CC=C(C=C1)OCCN1CCCC1)C1=CC=C(C=C1)OCCN1CCCC1